7a-(4-bromophenyl)-4b,5-dihydroxy-4-methoxy-N-(2-methoxyethyl)-7-phenyl-4b,6,7,7a-tetrahydro-5H-cyclopenta[4,5]furo[2,3-c]pyridine-6-carboxamide BrC1=CC=C(C=C1)C12C(C3=C(C=NC=C3OC)O1)(C(C(C2C2=CC=CC=C2)C(=O)NCCOC)O)O